OCC1CCN(CC1)C1=CC(=C(C=C1)N1C(CCCC1=O)=O)OC (4-(4-(hydroxymethyl)piperidin-1-yl)-2-methoxyphenyl)piperidine-2,6-dione